iodopentanedione ICC(C(CC)=O)=O